C(C)(C)(C)OC(CN1C(C2=CC=C(C=C2[C@@]2(C1)[C@@H](C2)F)Br)=O)=O.C(CCCCC)NC(NCCC[Si](OC)(OC)OC)=O 3-(3-hexylureido)propyltrimethoxysilane tert-butyl-2-((1S,2R)-6'-bromo-2-fluoro-1'-oxo-1'H-spiro[cyclopropane-1,4'-isoquinolin]-2'(3'H)-yl)acetate